ClC1=CC(=C(C=C1Cl)C(NS(=O)C(C)(C)C)C1CCN(CC1)CC1=NOC(=C1)C)OCC=C N-[[4,5-dichloro-2-(prop-2-en-1-yloxy)phenyl]([1-[(5-methyl-1,2-oxazol-3-yl)methyl]piperidin-4-yl])methyl]-2-methylpropane-2-sulfinamide